COC=1C=CC=C2C(=CC=NC12)C=1CCN(CC1)C(=O)OC(C)(C)C tert-butyl 4-(8-methoxyquinolin-4-yl)-3,6-dihydropyridine-1(2H)-carboxylate